OCCC[NH+](CCCCCCCCCCCCCCCC)CCCO N,N-di(3-hydroxypropyl)-N-hexadecyl-ammonium